4-[2-(1H-indazol-4-yl)-6-[[4-(methylsulfonyl)piperazin-1-yl]methyl]thieno[3,2-d]-pyrimidin-4-yl]morpholine N1N=CC2=C(C=CC=C12)C=1N=C(C2=C(N1)C=C(S2)CN2CCN(CC2)S(=O)(=O)C)N2CCOCC2